3-[4-fluoro-2-(trifluoromethyl)phenyl]-1,2,4-thiadiazol-5(4H)-one FC1=CC(=C(C=C1)C1=NSC(N1)=O)C(F)(F)F